ClC=1C=C(C=C(C1)Cl)C=1OC2=C(N1)C=CC(=C2)C(=O)O[C@H](CN(C)C)C |o1:20| (S*)-1-(dimethylamino)propan-2-yl 2-(3,5-dichlorophenyl)benzo[d]oxazole-6-carboxylate